dichloromethyl-diisopropylsilane ClC(Cl)[SiH](C(C)C)C(C)C